(2-ethoxy-5-t-butylphenyl)oxalamide C(C)OC1=C(C=C(C=C1)C(C)(C)C)NC(C(=O)N)=O